C1(CCCC1)C(=O)C1=C(C(=NC=C1)OC)F cyclopentyl-(3-fluoro-2-methoxypyridin-4-yl)methanone